OC[C@]1(O)[C@@H](O)[C@H](O)[C@@H](O1)CO α-L-sorbofuranose